BrC=1C=CC2=C(N(C([C@@H]3N2CCN(C3)C(=O)[O-])=O)C)N1 |r| (±)-8-Bromo-6-methyl-5-oxo-1,2,4,4a,5,6-hexahydro-3H-pyrazino[1,2-a]pyrido[2,3-e]pyrazine-3-carboxylate